(8-(8-amino-3-methyl-6-(trifluoromethyl)imidazo[1,2-a]pyridin-7-yl)indolizin-3-yl)(3,4,5-trifluorophenyl)methanone NC=1C=2N(C=C(C1C1=CC=CN3C(=CC=C13)C(=O)C1=CC(=C(C(=C1)F)F)F)C(F)(F)F)C(=CN2)C